6-bromo-4-{4-[(2-fluorophenyl)methyl]piperazin-1-yl}-1-methyl-2-oxo-1,2-dihydro-1,5-naphthyridine-3-carbonitrile BrC=1N=C2C(=C(C(N(C2=CC1)C)=O)C#N)N1CCN(CC1)CC1=C(C=CC=C1)F